O1CC(C1)N1CCC=CC1 1-(oxetan-3-yl)-1,2,3,6-tetrahydropyridin